ClC1=CC=C(OCC(=O)NC23CC(C2)(C3)NC(COC3=CC(=CC=C3)F)=O)C=C1 2-(4-chlorophenoxy)-N-{3-[2-(3-fluorophenoxy)acetylamino]-bicyclo[1.1.1]pentan-1-yl}acetamide